1-acetyl-3-(4-chloro-3-fluorophenyl)imidazolidin-2-one C(C)(=O)N1C(N(CC1)C1=CC(=C(C=C1)Cl)F)=O